(S)-ethyl 2-((2R,3S)-2-(4-chlorophenyl)-3-ethynyl-5-oxomorpholino)pentanoate ClC1=CC=C(C=C1)[C@H]1OCC(N([C@H]1C#C)[C@H](C(=O)OCC)CCC)=O